methyl 2-hydroxy-3,6-bis(4-aminophenyloxy)-cinnamate OC1=C(C=CC(=O)OC)C(=CC=C1OC1=CC=C(C=C1)N)OC1=CC=C(C=C1)N